2,6-diisopropyl-4-(3-fluorophenyl)bromobenzene C(C)(C)C1=C(C(=CC(=C1)C1=CC(=CC=C1)F)C(C)C)Br